3-(tert-butyldimethylsilyl)propanol [Si](C)(C)(C(C)(C)C)CCCO